N1N=C(C2=CC=CC=C12)C=1[C@]2(C)[C@@H](CC1)[C@@H]1CCC3CCCC[C@]3(C)[C@H]1CC2 17-indazolyl-androstene